C1(=CC(=CC=C1)CC(=O)N1CC2=C(CC1)SC(=C2)C2=NOC(=N2)C(F)(F)F)C 2-(m-tolyl)-1-(2-(5-(trifluoromethyl)-1,2,4-oxadiazol-3-yl)-6,7-dihydrothieno[3,2-c]pyridin-5(4H)-yl)ethan-1-one